C1(CC1)C1=C(C(=NO1)C1=C(C=CC=C1Cl)Cl)CO[C@@H]1[C@H]2CN([C@@H](C1)C2)C=2SC1=C(N2)C=CC(=C1)C(=O)O 2-((1R,4R,5S)-5-((5-cyclopropyl-3-(2,6-dichlorophenyl)isoxazol-4-yl)methoxy)-2-azabicyclo[2.2.1]heptan-2-yl)benzo[d]thiazole-6-carboxylic acid